2-(piperidin-4-yl)-5,6-dihydrobenzo[d]Thiazole-7(4H)-one N1CCC(CC1)C=1SC2=C(N1)CCCC2=O